FS(C=1C=CC(=NC1)N[C@@H]1CC[C@H](CC1)S(=O)(=O)C1=CC=C(C=C1)C=1C=CC=2N(C1)C(=NN2)C(C)C)(F)(F)(F)F 5-(pentafluoro-λ6-sulfanyl)-N-[trans-4-{4-[3-(propan-2-yl)-[1,2,4]triazolo[4,3-a]pyridin-6-yl]benzenesulfonyl}cyclohexyl]pyridin-2-amine